8,8-difluoro-6-(hydroxymethyl)-6-methyl-2-(1H-pyrazol-4-yl)-6,7,8,9-tetrahydrothieno[2,3-c]quinolin-4(5H)-one FC1(CC=2C3=C(C(NC2C(C1)(C)CO)=O)SC(=C3)C=3C=NNC3)F